(S)-N-cyclopentylmethyl-5-(((2-nitro-6,7-dihydro-5H-imidazo[2,1-b][1,3]oxazin-6-yl)oxy)methyl)-N-(4-(trifluoromethoxy)phenyl)pyrimidin-2-amine C1(CCCC1)CN(C1=NC=C(C=N1)CO[C@H]1CN2C(OC1)=NC(=C2)[N+](=O)[O-])C2=CC=C(C=C2)OC(F)(F)F